(±)-cis-4-(dibenzylamino)tetrahydrofuran-3-ol C(C1=CC=CC=C1)N([C@@H]1[C@@H](COC1)O)CC1=CC=CC=C1 |r|